2-benzyl-benzophenone C(C1=CC=CC=C1)C1=C(C(=O)C2=CC=CC=C2)C=CC=C1